6-chloro-1H-pyrazolo[4,3-c]pyridazine ClC1=CC2=C(N=N1)C=NN2